(S)-2-((S)-2-(3-benzylureido)-4-methylpentanamido)-2-phenylacetic acid methyl ester COC([C@H](C1=CC=CC=C1)NC([C@H](CC(C)C)NC(=O)NCC1=CC=CC=C1)=O)=O